C(C)(C)(C)OC(=O)N1C(=CC=C1)C1=NC(=NC(=N1)NC1=CC(=CC=C1)C(F)(F)F)C=1CCN(CC1)C(=O)OC(C)(C)C tert-butyl 4-(4-(1-(tert-butoxycarbonyl)-1H-pyrrol-2-yl)-6-((3-(trifluoromethyl)phenyl)amino)-1,3,5-triazin-2-yl)-3,6-dihydropyridine-1(2H)-carboxylate